C1=CC=CC2=NC3=CC=CC=C3N=C12 PHENAZIN